COC=1C=2N(C=C(C1)N=C(C1=CC=CC=C1)C1=CC=CC=C1)C=C(N2)C N-(8-methoxy-2-methylimidazo[1,2-a]pyridin-6-yl)-1,1-diphenyl-methanimine